FC(C=1N=CC(=NC1)OC1CC2(CN(C2)C(=O)N2CC3(C2)NC(OC3)=O)C1)(F)F 2-[6-[5-(trifluoromethyl)pyrazin-2-yl]oxy-2-azaspiro[3.3]heptane-2-carbonyl]-7-oxa-2,5-diazaspiro[3.4]octan-6-one